2-((2S,3R)-2-((2,3-dihydro-1H-inden-2-yl)oxy)-3-(3,5-dimethoxy-4-methylphenyl)-3-hydroxypropyl)-2H-indazole-7-carboxylic acid C1C(CC2=CC=CC=C12)O[C@@H](CN1N=C2C(=CC=CC2=C1)C(=O)O)[C@H](O)C1=CC(=C(C(=C1)OC)C)OC